(3R,4S,5R,6R)-2-hydroxy-6-methyltetrahydro-2H-pyran-3,4,5-triacetate OC1O[C@@H]([C@@H]([C@@H]([C@H]1CC(=O)[O-])CC(=O)[O-])CC(=O)[O-])C